Benzyl (2S,5S)-5-((5-chloro-4-(6-cyano-7-(1-oxidophospholan-1-yl)-1H-indol-3-yl)pyrimidin-2-yl)amino)-2-methylpiperidine-1-carboxylate ClC=1C(=NC(=NC1)N[C@H]1CC[C@@H](N(C1)C(=O)OCC1=CC=CC=C1)C)C1=CNC2=C(C(=CC=C12)C#N)P1(CCCC1)=O